(2S,4R)-1-[(2S)-2-[4-(3-chlorophenyl)triazol-1-yl]-3,3-dimethyl-butanoyl]-4-hydroxy-N-methyl-pyrrolidine-2-carboxamide ClC=1C=C(C=CC1)C=1N=NN(C1)[C@H](C(=O)N1[C@@H](C[C@H](C1)O)C(=O)NC)C(C)(C)C